BrC=1C(=NC(=NC1)N)C1=CC=C(C=C1)F 5-bromo-4-(4-fluorophenyl)pyrimidin-2-amine